(3R,4R)-4-((5-fluoro-4-(3-(1-hydroxycyclopentyl)-4-isopropylquinolin-6-yl)pyrimidin-2-yl)amino)tetrahydro-2H-pyran-3-ol FC=1C(=NC(=NC1)N[C@H]1[C@H](COCC1)O)C=1C=C2C(=C(C=NC2=CC1)C1(CCCC1)O)C(C)C